OCC(CO)(CO)CC 2-(hydroxymethyl)-2-ethyl-propane-1,3-diol